C(C)(C)C=1C2=C(C(N(C1)C)=O)C(=C(S2)B2OC(C(O2)(C)C)(C)C)C 7-isopropyl-3,5-dimethyl-2-(4,4,5,5-tetramethyl-1,3,2-dioxaborolan-2-yl)thieno[3,2-c]pyridin-4(5H)-one